((2R,3R,4S,5R,6S)-3-acetoxy-4-(4-(3-fluorophenyl)-1H-1,2,3-triazol-1-yl)-5-methoxy-6-(phenylthio)tetrahydro-2H-pyran-2-yl)methyl acetate C(C)(=O)OC[C@H]1O[C@H]([C@@H]([C@H]([C@H]1OC(C)=O)N1N=NC(=C1)C1=CC(=CC=C1)F)OC)SC1=CC=CC=C1